(5-isobutyl-1,4,5,6,7,8-hexahydropyrazolo[4,3-c]azepin-3-yl)(4-(2-(trifluoromethyl)phenyl)piperidin-1-yl)methanone C(C(C)C)N1CC2=C(CCC1)NN=C2C(=O)N2CCC(CC2)C2=C(C=CC=C2)C(F)(F)F